OCC1=C(SC(=C1)CO)C1=CC2=C(N(C[C@H](N(S2(=O)=O)C)C2CCC2)C2=CC=CC=C2)C=C1Cl (R)-8-(3,5-bis(hydroxymethyl)thiophen-2-yl)-7-chloro-3-cyclobutyl-2-methyl-5-phenyl-2,3,4,5-tetrahydrobenzo[f][1,2,5]thiadiazepine 1,1-dioxide